1-allyl-3-vinylimidazole bistrifluoromethanesulfonimide salt [N-](S(=O)(=O)C(F)(F)F)S(=O)(=O)C(F)(F)F.C(C=C)N1CN(C=C1)C=C